C1(CC1)CN1C(=CC2=CC=C(C=C12)C=1C=C2C=NNC2=CC1)C1=NN2C(C(=CC(=C2)C(=O)N2C[C@@H](C[C@H](C2)F)N)OC)=C1C (3R,5R)-1-{2-[1-(Cyclopropylmethyl)-6-(1H-indazol-5-yl)-1H-indol-2-yl]-4-methoxy-3-methylpyrazolo[1,5-a]pyridine-6-carbonyl}-5-fluoropiperidin-3-amine